C1(CC1)C1=NC(=NC=C1C(F)(F)F)NC=1C=NN(C1C)C1C(NCC1)=O 3-(4-((4-cyclopropyl-5-(trifluoromethyl)pyrimidin-2-yl)amino)-5-methyl-1H-pyrazol-1-yl)pyrrolidin-2-one